(R)-4-(4-(4-(1-(5-(tert-butyl)-1,2,4-oxadiazole-3-carboxamido)ethyl)-3-methylphenyl)pyridin-3-yl)piperazine-1-carboxylic acid tert-butyl ester C(C)(C)(C)OC(=O)N1CCN(CC1)C=1C=NC=CC1C1=CC(=C(C=C1)[C@@H](C)NC(=O)C1=NOC(=N1)C(C)(C)C)C